N1-cyclopropyl-N3-(3-(methylsulfonamido)phenyl)piperidine-1,3-dicarboxamide C1(CC1)NC(=O)N1CC(CCC1)C(=O)NC1=CC(=CC=C1)NS(=O)(=O)C